ClC=1C(=NC=C(C1)NC(C1=C(C=C(C(=C1)F)C1=C(C=NC=C1)C#C)Cl)=O)NN1N=C2C(=N1)CCC2C(=O)OCC ethyl 2-((3-chloro-5-(2-chloro-4-(3-ethynylpyridin-4-yl)-5-fluorobenzamido)pyridin-2-yl)amino)-2,4,5,6-tetrahydrocyclopenta[d][1,2,3]triazole-4-carboxylate